tert-Butyl N-[(1R,5S,8s)-3-(3-methyl-1,2,4-oxadiazol-5-yl)-3-azabicyclo[3.2.1]octan-8-yl]carbamate CC1=NOC(=N1)N1C[C@H]2CC[C@@H](C1)C2NC(OC(C)(C)C)=O